2-butyl-indenide C(CCC)C=1[CH-]C2=CC=CC=C2C1